NC=1C2=C(N=CN1)SC=C2C2=C(C(=C(C=C2)NC(=O)NC=2N(N=C(C2)C(C)(C)C)C2=CC=C(C=C2)C)Cl)F 1-[4-(4-amino-thieno[2,3-d]pyrimidin-5-yl)-2-chloro-3-fluoro-phenyl]-3-(5-tert-butyl-2-p-tolyl-2H-pyrazol-3-yl)-urea